ClC=1C=C(C(=O)N2[C@@H](CCC2)C(=O)O)C=CC1CN1C=2N(C3=CC=CC=C3C1=O)C(=NN2)C2=C(C(=CC=C2)OC)O (3-chloro-4-((1-(2-hydroxy-3-methoxyphenyl)-5-oxo-[1,2,4]triazolo[4,3-a]quinazolin-4(5H)-yl)methyl)benzoyl)-L-proline